(2R)-3-(4-cyano-1H-pyrazol-1-yl)-2-hydroxypropionate C(#N)C=1C=NN(C1)C[C@H](C(=O)[O-])O